C(C)(C)(C)SC1=C(C=CC=C1Cl)C(=O)C=1C=NC2=C(C=CC=C2C1)F (2-tert-butylsulfanyl-3-chloro-phenyl)-(8-fluoro-3-quinolyl)methanone